3-chloro-5a-(4-chlorophenyl)-8a-hydroxy-8-oxo-6-phenyl-5a,7,8,8a-tetrahydro-6H-cyclopenta[4,5]furo[3,2-b]pyridine-7-carboxylate ClC=1C=C2C(=NC1)C1(C(O2)(C(C(C1=O)C(=O)[O-])C1=CC=CC=C1)C1=CC=C(C=C1)Cl)O